N-(3,3-Difluorocyclobutyl)-2-((4-(7-(((2S,5R)-5-(ethylsulfonamido)tetrahydro-2H-pyran-2-yl)methyl)-2,7-diazaspiro[3.5]nonan-2-yl)pyrimidin-5-yl)oxy)-5-fluoro-N-isopropylbenzamide FC1(CC(C1)N(C(C1=C(C=CC(=C1)F)OC=1C(=NC=NC1)N1CC2(C1)CCN(CC2)C[C@H]2OC[C@@H](CC2)NS(=O)(=O)CC)=O)C(C)C)F